ClC1=CC=2C(=C3N(C2C=C1)C1(C(C3C3=CC=CC=C3)C(C3=CC=CC=C31)=O)C=3NC1=CC=C(C=C1C3C)Cl)C ls-8-chloro-4b-(5-chloro-3-methyl-1H-indol-2-yl)-10-methyl-11-phenyl-11,11a-dihydroindeno[2',1':4,5]pyrrolo[1,2-a]indol-12(4bH)-one